N-(2-fluorophenyl)-N-methylpropionamide FC1=C(C=CC=C1)N(C(CC)=O)C